5-bromo-N1-cyclopentylbenzene-1,2-diamine BrC1=CC=C(C(=C1)NC1CCCC1)N